O=C[C@H](O)[C@@H](O)[C@H](O)[C@H](O)C(=O)[O-] Glucouronate